((dimethyl glycyl)azanediyl)bis(ethane-2,1-diyl) ditetradecanoate oxalate salt C(C(=O)O)(=O)O.C(CCCCCCCCCCCCC)(=O)OCCN(CCOC(CCCCCCCCCCCCC)=O)C(CN(C)C)=O